The molecule is a silyl ether that is benzyl alcohol in which the hydroxyl hydrogen is replaced by a trimethylsilyl group. It is a silyl ether and a member of benzenes. It derives from a benzyl alcohol. C[Si](C)(C)OCC1=CC=CC=C1